(E)-3-(3-(naphthalen-1-yl)acryloyl)oxazolidin-2-one C1(=CC=CC2=CC=CC=C12)/C=C/C(=O)N1C(OCC1)=O